C(C)(C)(C)OC(=O)N1C[C@H](C[C@@H]1CO[Si](C)(C)C(C)(C)C)N1CCCC2=CC(=CC(=C12)C1=C2C(=NC=C1)C=C(S2)C(=O)OC)Cl methyl 7-(1-((3S,5R)-1-(tert-butoxycarbonyl)-5-(((tert-butyldimethylsilyl)oxy)methyl)pyrrolidin-3-yl)-6-chloro-1,2,3,4-tetrahydroquinolin-8-yl)thieno[3,2-b]pyridine-2-carboxylate